1-((3aR,5r,6aS)-5-((5-(1-(2,2-difluoroethyl)-2-methyl-1H-imidazo[4,5-b]pyridin-6-yl)pyrrolo[2,1-f][1,2,4]triazin-2-yl)amino)hexahydrocyclopenta[c]pyrrol-2(1H)-yl)ethan-1-one FC(CN1C(=NC2=NC=C(C=C21)C=2C=CN1N=C(N=CC12)NC1C[C@@H]2[C@@H](CN(C2)C(C)=O)C1)C)F